N-((S)-3-cyclopropyl-1-oxo-1-(((S)-3-oxo-1-((S)-2-oxopyrrolidin-3-yl)-4-(trifluoromethoxy)butan-2-yl)amino)propan-2-yl)-5-fluoro-1H-indole-2-carboxamide C1(CC1)C[C@@H](C(N[C@@H](C[C@H]1C(NCC1)=O)C(COC(F)(F)F)=O)=O)NC(=O)C=1NC2=CC=C(C=C2C1)F